6'-(3-amino-6-(3-((dimethylamino)methyl)-4-morpholinophenyl)-5-fluoropyrazin-2-yl)-2',3'-dihydro-1'H-spiro[cyclopropane-1,4'-isoquinolin]-1'-one NC=1C(=NC(=C(N1)F)C1=CC(=C(C=C1)N1CCOCC1)CN(C)C)C=1C=C2C3(CNC(C2=CC1)=O)CC3